6-methyl-N-(methyl-d3)-5-piperazin-1-ylpyridin-2-carboxamide dihydrochloride Cl.Cl.CC1=C(C=CC(=N1)C(=O)NC([2H])([2H])[2H])N1CCNCC1